[4-(cyclopropoxy)phenyl]-[4-(2-tetrahydropyran-4-yl-3H-imidazo[4,5-b]pyridin-7-yl)-1-piperidyl]methanone C1(CC1)OC1=CC=C(C=C1)C(=O)N1CCC(CC1)C1=C2C(=NC=C1)NC(=N2)C2CCOCC2